BrC(C(=O)NC1=CC=C(C=C1)I)=C 2-Bromo-N-(4-iodophenyl)acrylamide